C[C@H]1CCC2=C1C=C(C=1N2C=NN1)C(=O)O (S)-6-methyl-7,8-dihydro-6H-cyclopenta[e][1,2,4]triazolo[4,3-a]pyridine-4-carboxylic acid